1-(3-chlorophenyl)-2-(pyridin-2-yl)ethan-1-one boron difluoride [B](F)F.ClC=1C=C(C=CC1)C(CC1=NC=CC=C1)=O